C(C)OC(C(C(C(F)F)=O)Cl)=O 2-chloro-3-oxo-4,4-difluorobutyric acid ethyl ester